FC=1C=CC(=NC1)C(C)NC(=O)[C@H]1CN(CC[C@@H]1NC(=O)C1=NOC(=C1)C1=C(C=C(C=C1)F)F)C1CCCCC1 (3S,4S)-1-cyclohexyl-4-{[5-(2,4-difluoro-phenyl)-isoxazole-3-carbonyl]-amino}-piperidine-3-carboxylic acid [1-(5-fluoro-pyridin-2-yl)-ethyl]-amide